FC(C(C)(C)O)(F)C=1C=CC(=C(C1)[C@@H](C)N[S@](=O)C(C)(C)C)F (R)-N-((R)-1-(5-(1,1-difluoro-2-hydroxy-2-methylpropyl)-2-fluorophenyl)ethyl)-2-methyl-Propane-2-sulfinamide